methyl 2-formyl-[1,2,4]triazolo[1,5-a]pyridine-7-carboxylate C(=O)C1=NN2C(C=C(C=C2)C(=O)OC)=N1